FC1=CC=C(C=C1)C=1C(C(=CN(C1)C(C)C)C(=O)OCC)=O ethyl 5-(4-fluorophenyl)-1-isopropyl-4-oxo-1,4-dihydropyridin-3-carboxylate